2-(3-fluorophenyl)-N-[(2S)-3-hydroxy-2-methylpropyl]-3-oxo-6-[4-(trifluoromethyl)phenyl]-2,3-dihydropyridazine-4-carboxamide FC=1C=C(C=CC1)N1N=C(C=C(C1=O)C(=O)NC[C@@H](CO)C)C1=CC=C(C=C1)C(F)(F)F